FC1(CC(C1)C=1C=CC(=NC1F)[C@@H](NC(=O)[C@H]1N(C[C@@H](C1)F)C(CNC(N(C)C)=O)=O)C1=CC=CC=C1)F (2S,4R)-N-[(S)-[5-(3,3-difluorocyclobutyl)-6-fluoropyridin-2-yl](phenyl)methyl]-1-{2-[(dimethylcarbamoyl)amino]acetyl}-4-fluoropyrrolidine-2-carboxamide